C(C)(C)(C)OC(=O)NCC(C(NC=1C=C(C=CC1)C=1C=NN(C1)C(=O)[O-])=S)C1=CC=CC=C1 4-(3-(((tert-butoxycarbonyl) amino)-2-phenylpropanethioamido) phenyl)-1H-pyrazole-1-carboxylate